COC(C1=C(C(=CC=C1NC1=C(C(=C(C=C1)F)F)CCCNC(=O)OC(C)(C)C)C(F)(F)F)F)=O 6-((2-(3-((tert-butoxycarbonyl)amino)propyl)-3,4-difluorophenyl)amino)-2-fluoro-3-(trifluoromethyl)-benzoic acid methyl ester